(S)-5-(2-cyano-5-fluorophenyl)-7-methyl-N-(1,1,1-trifluoropropan-2-yl)pyrazolo[1,5-a]Pyrimidine C(#N)C1=C(C=C(C=C1)F)C1=NC=2N(C(=C1)C)N(CC2)[C@H](C(F)(F)F)C